(R)-2-(2-Chloro-5-isopropyl-8-oxothieno[2',3':4,5]pyrrolo[1,2-d][1,2,4]triazin-7(8H)-yl)-N-(pyrrolidin-3-yl)acetamid ClC1=CC2=C(C=C3N2C(=NN(C3=O)CC(=O)N[C@H]3CNCC3)C(C)C)S1